CN1C2=C(N(C(C1=O)=O)C1CCN(CC1)C1=NC=C(C=N1)C#N)N=CC(=C2)C(=C)C 2-(4-(1-methyl-2,3-dioxo-7-(prop-1-en-2-yl)-2,3-dihydropyrido[2,3-b]pyrazine-4(1H)-yl)piperidin-1-yl)pyrimidine-5-carbonitrile